COCCC=C(C(=O)O)COCC=C 2-methoxyethyl-2-(allyloxymethyl)acrylic acid